tert-butyl 3-amino-4-bromo-5-chloro-6-methyl-2H-indazole-2-carboxylate NC=1N(N=C2C=C(C(=C(C12)Br)Cl)C)C(=O)OC(C)(C)C